N1=CC=C(C=C1)C=1C=CC=C2[C@@H](CCOC12)CNC(OC(C)(C)C)=O tert-butyl (R)-((8-(pyridin-4-yl)chroman-4-yl)methyl)carbamate